C(C1=CC=CC=C1)OC(=O)NCCCCC1=CC=C(C=C1)C1=CC=CC=C1 4'-(4-(((benzyloxy)carbonyl)amino)butyl)-[1,1'-biphenyl]